N1[C@H](CCC1)N1N=CC=2C(C1=O)=CC(NC2)=O ((S)-pyrrolidin-2-yl)-2,6-dihydropyrido[3,4-d]Pyridazine-1,7-dione